1-(4-(2-methoxypyridin-4-yl)phenyl)-4-(propane-1-yn-1-yl)-1H-indazole-7-carboxylic acid methyl ester COC(=O)C=1C=CC(=C2C=NN(C12)C1=CC=C(C=C1)C1=CC(=NC=C1)OC)C#CC